(2-methylpyrimidine-5-carbonyl)hydrazine CC1=NC=C(C=N1)C(=O)NN